CN1N=CC(=C1)CNC(=O)C1CNC2=C(O1)C=CC=C2 N-((1-methyl-1H-pyrazol-4-yl)methyl)-3,4-dihydro-2H-benzo[b][1,4]oxazine-2-carboxamide